7-[[2-(4-chlorophenyl)-4,4-dimethyl-cyclohexen-1-yl]methyl]-2,7-diazaspiro[3.5]nonan ClC1=CC=C(C=C1)C1=C(CCC(C1)(C)C)CN1CCC2(CNC2)CC1